E,E-geranyllinalool C(\C=C(/C)\CCC=C(C)C)\C=C\C(O)(C)CCC=C(C)C